FC=1C=C(C=C(C1)OC(F)(F)F)NC(=O)C1=CC=C2CCN(C2=C1)CC1=CN=C2N1C=CN=C2 N-(3-fluoro-5-(trifluoromethoxy)phenyl)-1-(imidazo[1,2-a]pyrazin-3-ylmethyl)indoline-6-carboxamide